(2S)-2-amino-2-(1-tert-butoxycarbonyl-4-piperidinyl)acetic acid N[C@H](C(=O)O)C1CCN(CC1)C(=O)OC(C)(C)C